N-[4-[(2,3-diamino-4-pyridinyl)oxy]-3-(trifluoromethoxy)phenyl]carbamic acid tert-butyl ester C(C)(C)(C)OC(NC1=CC(=C(C=C1)OC1=C(C(=NC=C1)N)N)OC(F)(F)F)=O